(S)-N-(1-(4-(N-cyclobutylsulfamoyl)phenylamino)-1-oxo-3-phenylprop-2-yl)nicotinamide C1(CCC1)NS(=O)(=O)C1=CC=C(C=C1)NC([C@H](CC1=CC=CC=C1)NC(C1=CN=CC=C1)=O)=O